N-(7-Amino-2,2,3,3-tetrafluoro-2,3-dihydro-1,4-benzodioxin-6-yl)-2-bromo-5-(ethylsulfanyl)-1-methyl-1H-imidazol-4-carboxamid NC=1C(=CC2=C(OC(C(O2)(F)F)(F)F)C1)NC(=O)C=1N=C(N(C1SCC)C)Br